BrC1=NN(C=2N=C(N(C(C21)=O)C)N2C1CN(CC2CCC1)C(=O)[O-])COCC[Si](C)(C)C 9-(3-bromo-5-methyl-4-oxo-1-((2-(trimethylsilyl) ethoxy) methyl)-4,5-dihydro-1H-pyrazolo[3,4-d]pyrimidin-6-yl)-3,9-diazabicyclo[3.3.1]nonane-3-carboxylate